ethyl 5-bromo-2-(3,4-dichlorophenyl)-1-ethyl-6-methyl-4-oxo-pyridine-3-carboxylate BrC=1C(C(=C(N(C1C)CC)C1=CC(=C(C=C1)Cl)Cl)C(=O)OCC)=O